tert-butyl 1,8-dimethyl-3-oxotetrahydro-3H-oxazolo[3,4-a]pyrazine-7(1H)-carboxylate CC1OC(N2C1C(N(CC2)C(=O)OC(C)(C)C)C)=O